2-methacryloyloxyethyl-dimethyl-(3-trimethylsilylpropyl)ammonium chloride [Cl-].C(C(=C)C)(=O)OCC[N+](CCC[Si](C)(C)C)(C)C